C(C)(C)(C)C1=CC(=C(C(=C1)C)SSC1=C(C=C(C=C1C)C(C)(C)C)C)C bis(4-t-butyl-2,6-dimethylphenyl) disulfide